FC1([C@@H]([C@@H](N(C1)C(=O)[C@@H]1OCCC1)CC=1C=C(C=CC1)C1=CC(=CC=C1)F)NS(=O)(=O)CC)F N-{(2S,3R)-4,4-difluoro-2-[(3'-fluoro[1,1'-biphenyl]-3-yl)methyl]-1-[(2R)-oxolane-2-carbonyl]pyrrolidin-3-yl}ethanesulfonamide